dimethyl 2-[(5-decoxymethyl-2-furanyl)methylene]propanedioate C(CCCCCCCCC)OCC1=CC=C(O1)C=C(C(=O)OC)C(=O)OC